(S)-2-((4-(6-((5-acetylpyridin-2-yl)methoxy)pyridin-2-yl)piperidin-1-yl)methyl)-1-(oxetan-2-ylmethyl)-1H-benzo[d]imidazole-6-carboxylic acid C(C)(=O)C=1C=CC(=NC1)COC1=CC=CC(=N1)C1CCN(CC1)CC1=NC2=C(N1C[C@H]1OCC1)C=C(C=C2)C(=O)O